ethyl 3-(methoxymethyl)-1H-pyrazole-4-carboxylate COCC1=NNC=C1C(=O)OCC